ClC=1C=CC2=C(C=C(O2)C(=O)N[C@@H]2CC[C@H](CC2)NC(=O)C=2OC(=NN2)CC2=CC=C(C=C2)Cl)C1 trans-N-(4-(5-chlorobenzofuran-2-carboxamido)cyclohexyl)-5-(4-chlorobenzyl)-1,3,4-oxadiazole-2-carboxamide